morpholineOne N1C(COCC1)=O